C(CCCC)OCCOCC(=O)O 2-(2-(pentoxy)ethoxy)acetic acid